1-(5-(difluoromethyl)pyridin-2-yl)-N-methylmethanamine FC(C=1C=CC(=NC1)CNC)F